tert-butyl (R)-4-(2,3-dihydro-1H-pyrrolo[2,3-b]pyridin-4-yl)-2-ethylpiperazine-1-carboxylate N1CCC=2C1=NC=CC2N2C[C@H](N(CC2)C(=O)OC(C)(C)C)CC